O=C1[C@@H]2[C@H]3CN([C@@H]([C@H]3[C@H]1C=C2)C(=O)OC)C(=O)OC(C)(C)C 2-(tert-butyl) 1-methyl (1S,3aS,4S,7R,7aR)-8-oxo-1,3,3a,4,7,7a-hexahydro-2H-4,7-methanoisoindole-1,2-dicarboxylate